2-(3-(2-(3-ethoxy-1-(3-fluoro-4-methoxyphenyl)-3-oxopropyl)thiazol-4-yl)propyl)-3,4-dihydro-1,8-naphthyridine-1(2H)-carboxylic acid phenyl ester C1(=CC=CC=C1)OC(=O)N1C(CCC2=CC=CN=C12)CCCC=1N=C(SC1)C(CC(=O)OCC)C1=CC(=C(C=C1)OC)F